FC1=C(C=C(C=C1OC)C1=CC=CC=C1)OC 4-fluoro-3,5-dimethoxybiphenyl